COC=1C=C(C=CC1OC)C1=CC=NC=2N1N=C(C2)C(=O)NC2CCC(CC2)C(=O)O (1S,4S)-4-(7-(3,4-dimethoxyphenyl)pyrazolo[1,5-a]pyrimidine-2-carboxamido)cyclohexane-1-carboxylic acid